O=S1(NCC2=C1C=CC(=C2)NC2=NNC(=C2)[C@@H]2C[C@H](CO2)N(C(O)=O)C(C)C)=O.C(C)(C)(C)C2=CC=C(C=C2)C2=NN=C(O2)C2=CC(=CC=C2)C=2OC(=NN2)C2=CC=C(C=C2)C(C)(C)C 1,3-bis(4-t-butylphenyl-1,3,4-oxadiazolyl)benzene (3R,5S)-5-(3-((1,1-dioxido-2,3-dihydrobenzo[d]isothiazol-5-yl)amino)-1H-pyrazol-5-yl)tetrahydrofuran-3-yl-isopropylcarbamate